OC(C(=O)N1CC2=C(N=C(NC2=O)C2(CC2)C=2SC=CC2)CC1)C=1C=C(C=CC1)C1=CC(=CC=C1)C(F)(F)F 6-(2-hydroxy-2-(3'-(trifluoromethyl)-[1,1'-biphenyl]-3-yl)acetyl)-2-(1-(thiophen-2-yl)cyclopropyl)-5,6,7,8-tetrahydropyrido[4,3-d]pyrimidin-4(3H)-one